2-(2,6-dioxopiperidin-3-yl)-4-fluoro-1-oxo-N-((R)-2,2,2-trifluoro-1-(3-(trifluoromethyl)phenyl)ethyl)isoindoline-5-carboxamide O=C1NC(CCC1N1C(C2=CC=C(C(=C2C1)F)C(=O)N[C@@H](C(F)(F)F)C1=CC(=CC=C1)C(F)(F)F)=O)=O